N-((1S,3S)-3-hydroxycyclopentyl)thiazole-2-carboxamide O[C@@H]1C[C@H](CC1)NC(=O)C=1SC=CN1